Tert-butyl (1-(3-((4-(trifluoromethyl)phenyl)amino)pyrazin-2-yl)azetidin-3-yl)carbamate FC(C1=CC=C(C=C1)NC=1C(=NC=CN1)N1CC(C1)NC(OC(C)(C)C)=O)(F)F